S1C=CC2=C1NC(=C2)C=O 6H-thieno[2,3-b]pyrrole-5-formaldehyde